(methylenedioxy)propiophenone C1OC(C(=O)C2=CC=CC=C2)CO1